5-Iodo-1,3-isobenzofurandione IC=1C=C2C(OC(C2=CC1)=O)=O